C(C)(C)C=1C(=NNC1C=1C=C(C=2N(C1)N=CN2)C)C2=CC=C(C=C2)[C@@H](C)NCC2(COC2)C (R)-1-(4-(4-isopropyl-5-(8-methyl-[1,2,4]triazolo[1,5-a]pyridin-6-yl)-1H-pyrazol-3-yl)phenyl)-N-((3-methyloxetan-3-yl)methyl)ethan-1-amine